OCC1=NN(C(=C1)CSC=1C=C(C2=CC=CC=C2C1)O)C 3-(((3-(hydroxymethyl)-1-methyl-1H-pyrazol-5-yl)methyl)thio)naphthalen-1-ol